4-acrylamido-N-(3-butyn-2-yl)benzamide C(C=C)(=O)NC1=CC=C(C(=O)NC(C)C#C)C=C1